Quinoline-2-formaldehyde-benzoyl hydrazone C(C1=CC=CC=C1)(=O)NN=CC1=NC2=CC=CC=C2C=C1